7-(2-fluoro-6-methyl-phenyl)-N5-[[(2R)-2-piperidyl]methyl]isoquinoline-3,5-diamine FC1=C(C(=CC=C1)C)C=1C=C(C=2C=C(N=CC2C1)N)NC[C@@H]1NCCCC1